N-(2-((5-chloro-2-((2-methoxy-6-(4-(oxetan-3-yl)piperazin-1-yl)pyridin-3-yl)amino)pyrimidin-4-yl)amino)-5-fluorophenyl)methanesulfonamide ClC=1C(=NC(=NC1)NC=1C(=NC(=CC1)N1CCN(CC1)C1COC1)OC)NC1=C(C=C(C=C1)F)NS(=O)(=O)C